(Z)-1-cyano-N-(2,3-dihydroxypropyl)-2-(6-(piperidin-1-yl)naphthalen-2-yl)ethenesulfonamide ethyl-4-amino-3-chloro-5-fluoro-6-(7-fluoro-1H-indol-6-yl)pyridine-2-carboxylate C(C)OC(=O)C1=NC(=C(C(=C1Cl)N)F)C1=CC=C2C=CNC2=C1F.C(#N)/C(=C/C1=CC2=CC=C(C=C2C=C1)N1CCCCC1)/S(=O)(=O)NCC(CO)O